FC(OC=1C=C(C=CC1F)C=1C=C2C(=NC1)C=NN2CC(=O)N(C)C)F 2-[6-[3-(Difluoromethoxy)-4-fluoro-phenyl]pyrazolo[4,3-b]pyridin-1-yl]-N,N-dimethyl-acetamide